C1(CC1)NCC1=C(N(C2=CC=CC=C12)CC1=CC(=CC=C1)C)C(=O)O 3-[(cyclopropylamino)methyl]-1-[(3-methylphenyl)methyl]-1H-indole-2-carboxylic acid